NC1=C(C2=C(C(N1C1=C3C=NNC3=CC=C1Cl)=O)C(=C(S2)C2CC2)C)C(=O)N (S)-6-amino-5-(5-chloro-1H-indazol-4-yl)-2-cyclopropyl-3-methyl-4-oxo-4,5-dihydrothieno[3,2-c]pyridine-7-carboxamide